C(=O)(OCC1C2=CC=CC=C2C2=CC=CC=C12)N[C@@H]([C@H](O)C)C(=O)C(C(C(=O)O)(N)N)C Fmoc-threonyldiaminobutyric acid